chloromethylthiazole ethanedisulfonate C(CS(=O)(=O)O)S(=O)(=O)O.ClCC=1SC=CN1